C1(CC1)C(=O)N1[C@H](C[C@@H](C1)O)C#C Cyclopropyl((2R,4S)-2-ethynyl-4-hydroxypyrrolidin-1-yl)methanone